2-amino-5-(methylsulfonylaminomethyl)benzamide NC1=C(C(=O)N)C=C(C=C1)CNS(=O)(=O)C